C(CC(C)CCCC(C)CCCC(C)CCCC(C)C)(=O)OC[C@@H](OC(CC(C)CCCC(C)CCCC(C)CCCC(C)C)=O)COP(=O)(O)OCCN 1,2-Diphytanoyl-sn-glycero-3-phosphoethanolamine